C(CC)OC(NC1=C(C=C(C=C1)NCC=1SC(=CC1)Br)Cl)=O {4-[(5-Bromo-thiophen-2-ylmethyl)-amino]-2-chlorophenyl}-carbamic acid propyl ester